BrC=1C(=NC(=NC1)Cl)OCC1=CC(=C(C=C1)C=1N(C=C(N1)C(F)(F)F)C(C)C)F 5-bromo-2-chloro-4-[[3-fluoro-4-[1-isopropyl-4-(trifluoromethyl)imidazol-2-yl]phenyl]methoxy]pyrimidine